tert-butyl (2R,3R)-3-((7-chloro-8-fluoro-2-(((2R,7aS)-2-fluorotetrahydro-1H-pyrrolizin-7a(5H)-yl)methoxy)pyrido[4,3-d]pyrimidin-4-yl)(methyl)amino)-2-methylpyrrolidine-1-carboxylate ClC1=C(C=2N=C(N=C(C2C=N1)N([C@H]1[C@H](N(CC1)C(=O)OC(C)(C)C)C)C)OC[C@]12CCCN2C[C@@H](C1)F)F